N(=C=O)C1(CC1)C(F)(F)F 1-isocyanato-1-(trifluoromethyl)cyclopropan